2-{[(5-bromo-2-thienyl)methylene]amino}benzamide BrC1=CC=C(S1)C=NC1=C(C(=O)N)C=CC=C1